C(C1=CC=CC=C1)N1[C@H]([C@H](CC1)NC(C1=C(C=C(C(=C1)Cl)NC)OC)=O)C cis-N-(1-Benzyl-2-methylpyrrolidin-3-yl)-5-chloro-2-methoxy-4-methylaminobenzamide